ethyl (rac)-2-bromopropionate Br[C@@H](C(=O)OCC)C |r|